methyl (S)-1-(2-aminopropyl)-2-oxo-1,2-dihydropyridine-4-carboxylate N[C@H](CN1C(C=C(C=C1)C(=O)OC)=O)C